OC1=C(C(=CC(=C1)C(=O)OC1C(OC2=CC(=CC(=C2C1)O)O)C1=CC(=C(C=C1)O)O)O)[O-].CN1[C@H]2[C@@H]3CCCC[C@@]3(C=3C=CC=CC3C2)CC1 17-methyl-morphinan 2,6-dihydroxy-4-({[5,7-dihydroxy-2-(3,4-dihydroxyphenyl)-3,4-dihydro-2H-chromen-3-yl]oxy}carbonyl)phenolate